ClC=1C(=C(C(=CC1Cl)Cl)OC(C(=O)OC1=C(C(=C(C=C1Cl)Cl)Cl)C(=O)OCC(CCCC)C)=O)C(=O)OCC(CCCC)C bis{3,4,6-trichloro-2-[(2-methylhexyloxy)carbonyl] phenyl}-Oxalat